[O-]P(=O)=O.[K+] The molecule is a potassium salt of metaphosphoric acid. It has a role as a fertilizer, a buffer, a food emulsifier, a raising agent and a sequestrant. It is an inorganic phosphate and a potassium salt. It contains a trioxidophosphate(1-).